2-(4-(dimethylamino)-2-oxobut-3-en-1-yl)isoindoline-1,3-dione CN(C=CC(CN1C(C2=CC=CC=C2C1=O)=O)=O)C